ClC1=NC=CC(=C1)NCC=1N=C2N(C=C(C=C2C#N)C2CC2)C1 2-(((2-chloropyridin-4-yl)amino)methyl)-6-cyclopropyl-imidazo[1,2-a]pyridine-8-carbonitrile